4-{[2-(4-bromo-2-fluoro-phenyl)acetyl]Amino}-3-(2-methoxyethylamino)benzoic acid methyl ester COC(C1=CC(=C(C=C1)NC(CC1=C(C=C(C=C1)Br)F)=O)NCCOC)=O